Methyl rac-(2R,3S,4S,5R)-4-[[3-(3,4-difluoro-2-methoxy-phenyl)-4-ethyl-5-methyl-5-(trifluoromethyl)tetrahydrofuran-2-carbonyl]amino]pyridine-2-carboxylate FC=1C(=C(C=CC1F)[C@H]1[C@@H](O[C@]([C@H]1CC)(C(F)(F)F)C)C(=O)NC1=CC(=NC=C1)C(=O)OC)OC |r|